C(C=C)(=O)N1CCN(C2(CC2)C1)C=1C2=C(N(C(N1)=O)C=1C(=NC=CC1C)C(C)C)N=C(C(=C2)C#N)C2=C(C(=CC=C2)C)OC 4-(7-acryloyl-4,7-diazaspiro[2.5]octan-4-yl)-1-(2-isopropyl-4-methylpyridin-3-yl)-7-(2-methoxy-3-methylphenyl)-2-oxo-1,2-dihydropyrido[2,3-d]pyrimidine-6-carbonitrile